OC1=C(C=CC=C1)C1=NC=CC=C1.OC1=C(C=CC=C1)C1=NC=CC=C1.[Pt+2] platinum (II) [bis((hydroxyphenyl)pyridine)]